Pyrazolo[1,5-a][1,3,5]Triazine-8-carboxylic acid methyl ester COC(=O)C=1C=NN2C1N=CN=C2